N-(2-((S)-1-(3-ethoxy-4-methoxyphenyl)-2-(methylsulfonyl)ethyl)-1,3-dioxoisoindolin-4-yl)-propionamide C(C)OC=1C=C(C=CC1OC)[C@@H](CS(=O)(=O)C)N1C(C2=CC=CC(=C2C1=O)NC(CC)=O)=O